ClC1=CC(=C(C=C1)C1=NC(=CC=2N=C(N(C(C21)=O)C)C)N2C[C@@H](OCC2)C=2C=NN(C2)C(F)(F)F)F 5-(4-chloro-2-fluorophenyl)-2,3-dimethyl-7-((2S)-2-(1-(trifluoromethyl)-1H-pyrazol-4-yl)-4-morpholinyl)pyrido[4,3-d]pyrimidin-4(3H)-one